BrC1=CC=C(C=CC2=CCN(C=C2)CCCC)C=C1 4-(4-bromostyryl)-1-butylpyridine